The molecule is an alpha-amino acid zwitterion obtained by transfer of a proton from the carboxy to the amino group of 1-methylhistidine; major species at pH 7.3. It has a role as a human urinary metabolite. It is a tautomer of a 1-methylhistidine. CN1C=C(N=C1)CC(C(=O)[O-])[NH3+]